C(C1=CC=CC=C1)SC1=C(C=C(C=C1)NC([C@H](CC1CCN(CC1)C(=O)OCC1=CC=CC=C1)NC(=O)OC(C)(C)C)=O)OC benzyl (S)-4-(3-((4-(benzylthio)-3-methoxyphenyl)amino)-2-((tert-butoxycarbonyl)amino)-3-oxopropyl)piperidine-1-carboxylate